dodecenylacetate C(=CCCCCCCCCCC)CC(=O)[O-]